6-bromo-8-chloro-6'-fluoro-2',3'-dihydro-2H-spiro[imidazo[1,5-a]pyridine-3,1'-indene]-1,5-dione BrC1=CC(=C2N(C1=O)C1(CCC3=CC=C(C=C13)F)NC2=O)Cl